C1(=CC=C(C=C1)C(=O)O)C1=CC=C(C=C1)C(=O)O 4',4-biphenyl-dicarboxylic acid